(Z)-3-(3-(3,5-bis(trifluoromethyl)phenyl)-1H-1,2,4-triazol-1-yl)-N-(3-methyl-2-oxotetrahydropyrimidin-1(2H)-yl)acrylamide FC(C=1C=C(C=C(C1)C(F)(F)F)C1=NN(C=N1)\C=C/C(=O)NN1C(N(CCC1)C)=O)(F)F